5-(3-cyclopropyl-1-((R)-1,1-dimethylethylsulfinamido)-1-phenylpropyl)-4-methoxypyrrolidine-1-carboxylic acid benzyl ester C(C1=CC=CC=C1)OC(=O)N1CCC(C1C(CCC1CC1)(C1=CC=CC=C1)N[S@](=O)C(C)(C)C)OC